C1(CC1)CN1CC2=C(N=C(N=C2OCC=2C=NC(=CC2)C)C)CC1 6-(cyclopropylmethyl)-2-methyl-4-((6-methylpyridin-3-yl)methoxy)-5,6,7,8-tetrahydropyrido[4,3-d]pyrimidine